OC1=CC=C(C=C1)C1(C(NC2=C(C=CC=C12)C(F)(F)F)=O)N1CCOCC1 3-(4-hydroxyphenyl)-3-morpholino-7-(trifluoromethyl)indolin-2-one